ethyl 2-(6-bromopyridin-2-yl)-2,2-difluoroacetate BrC1=CC=CC(=N1)C(C(=O)OCC)(F)F